2-(4-carbamoylphenyl)-1-((1r,3s)-3-(methylcarbamoyl)cyclobutyl)-N-(3-(4-phenylpiperazin-1-yl)propyl)-1H-benzo[d]imidazole-6-carboxamide C(N)(=O)C1=CC=C(C=C1)C1=NC2=C(N1C1CC(C1)C(NC)=O)C=C(C=C2)C(=O)NCCCN2CCN(CC2)C2=CC=CC=C2